4-sulfo-1,8-naphthalenedicarboxylic anhydride S(=O)(=O)(O)C1=CC=C2C3=C(C=CC=C13)C(=O)OC2=O